FC1=CC=C(C=C1)N(C(OC1=C(C=C(C=C1C(F)(F)F)C(F)(F)F)N1C(NC(C1)C(F)(F)F)=O)=O)C 2-(2-oxo-4-(trifluoromethyl)imidazolidin-1-yl)-4,6-bis(trifluoromethyl)phenyl (4-fluorophenyl)(methyl)carbamate